1,3-Dibutylpyrrolium methansulfonat CS(=O)(=O)[O-].C(CCC)[NH+]1C=C(C=C1)CCCC